3-(4-fluoro-4'-methoxy-2',6'-dimethyl-5-(trifluoromethyl)-(1,1'-biphenyl)-3-yl)propionic acid ethyl ester C(C)OC(CCC=1C=C(C=C(C1F)C(F)(F)F)C1=C(C=C(C=C1C)OC)C)=O